1-(1-((3-azaspiro[5.5]undecane-9-yl)methyl)piperidin-4-yl)-3-(difluoromethyl)-1H-pyridine C1CNCCC12CCC(CC2)CN2CCC(CC2)N2CC(=CC=C2)C(F)F